platinum(II) meso-tetra(pentafluorophenyl)porphine C1=CC2=C(C3=NC(=C(C4=CC=C([N-]4)C(=C5C=CC(=N5)C(=C1[N-]2)C6=C(C(=C(C(=C6F)F)F)F)F)C7=C(C(=C(C(=C7F)F)F)F)F)C8=C(C(=C(C(=C8F)F)F)F)F)C=C3)C9=C(C(=C(C(=C9F)F)F)F)F.[Pt+2]